CN(CCOC1(CCC(CC1)NC(=O)[C@H]1CCN(C2(CC2)C1)C(=O)C1=NNC(=C1)C1=CC(=NC=C1F)OC)C(F)(F)F)C (S)-N-((1r,4S)-4-(2-(dimethylamino)ethoxy)-4-(trifluoromethyl)cyclohexyl)-4-(5-(5-fluoro-2-methoxypyridin-4-yl)-1H-pyrazole-3-carbonyl)-4-azaspiro[2.5]octane-7-carboxamide